CS(=O)(=O)[O-].C[N+]1(CCOCC1)C=C(C(F)F)F 4-methyl-4-[2,3,3-trifluoroprop-1-en-1-yl]morpholin-4-ium methanesulfonate